N-(1,1'-biphenyl-4-yl)-N-[4-(9-phenyl-9H-carbazol-3-yl)phenyl]-9,9-dimethyl-9H-fluorene-2-Amine C1(=CC=C(C=C1)N(C1=CC=2C(C3=CC=CC=C3C2C=C1)(C)C)C1=CC=C(C=C1)C=1C=CC=2N(C3=CC=CC=C3C2C1)C1=CC=CC=C1)C1=CC=CC=C1